CN1N=NC2=C1C=CC(=C2C)C(CC(=O)N2C(OC[C@@H]2C2=CC=CC=C2)=O)C2=CC(=C(C=C2)C)COCC2=CC=C(C=C2)OC (S)-(3-(1,4-dimethyl-1H-benzo[d][1,2,3]triazol-5-yl)-3-(3-(((4-methoxy-benzyl)oxy)methyl)-4-methylphenyl)propanoyl)-4-phenyloxazolidin-2-one